2-((4-cyanophenyl)amino)-3,4,5,6-tetrafluoro-N,N-dimethylbenzenesulfonamide C(#N)C1=CC=C(C=C1)NC1=C(C(=C(C(=C1F)F)F)F)S(=O)(=O)N(C)C